CN1CCN(CCC1)CCCCCN 5-(4-methyl-1,4-diazepan-1-yl)pentan-1-amine